3-(2-(Tert-butyl)-4,4-difluoropyrrolidin-1-yl)-4-chloro-1-((4-(1,1-difluoroethyl)phenyl)sulfonyl)-1H-indazole C(C)(C)(C)C1N(CC(C1)(F)F)C1=NN(C2=CC=CC(=C12)Cl)S(=O)(=O)C1=CC=C(C=C1)C(C)(F)F